CNCC1=C(N(C=C1)S(=O)(=O)C=1C=NC=CC1)Br N-methyl-1-(3-pyridylsulfonyl)-2-bromo-1H-pyrrole-3-methanamine